C(C)(=O)OC=1C(=NC=CC1OC)C(N[C@@H](CC(C)C)C1=NOC(=N1)C1=CC=C(C=C1)F)=O (S)-2-((1-(5-(4-fluorophenyl)-1,2,4-oxadiazol-3-yl)-3-methylbutyl)carbamoyl)-4-methoxypyridin-3-yl acetate